4-fluoro-N-(5-methyl-6-oxo-6,7,8,9-tetrahydro-5H-pyrazino[2,3-b]azepin-7-yl)-1-((2-methylpyridin-3-yl)methyl)-1H-pyrazole-3-carboxamide FC=1C(=NN(C1)CC=1C(=NC=CC1)C)C(=O)NC1CCC2=C(N(C1=O)C)N=CC=N2